C12CN(CCC2C1)CC1=CC2=C(C(N(C=C2C(F)(F)F)C2=CC(=CC=C2)C2(CCC2)C2=NN=CN2C)=O)N1 2-(3-azabicyclo[4.1.0]hept-3-ylmethyl)-6-[3-[1-(4-methyl-1,2,4-triazol-3-yl)cyclobutyl]phenyl]-4-(trifluoromethyl)-1H-pyrrolo[2,3-c]pyridin-7-one